Cl.NCC#CC1=C(C(=O)OC)C=C(C=C1)NC(C[C@H]1C=2N(C3=C(C(=N1)C1=CC=C(C=C1)Cl)C(=C(S3)C)C)C(=NN2)C)=O methyl (S)-2-(3-aminoprop-1-yn-1-yl)-5-(2-(4-(4-chlorophenyl)-2,3,9-trimethyl-6H-thieno[3,2-f][1,2,4]triazolo[4,3-a][1,4]diazepin-6-yl)acetamido)benzoate hydrochloride